BrC1=NC=C(C(=C1)C(F)(F)F)F 2-bromo-5-fluoro-4-(trifluoromethyl)pyridine